FC=1C=C(C=C(C1F)F)B1OC(C)(C)C(C)(C)O1 3,4,5-trifluoro-phenyl-boronic acid pinacol ester